(S)-N-(6-methyl-5-nitropyridin-3-yl)-2-(pyrrolidin-2-yl)acetamide CC1=C(C=C(C=N1)NC(C[C@H]1NCCC1)=O)[N+](=O)[O-]